[Li].[C].[Si].[Co]=O.[Li] lithium cobalt oxide silicon carbon lithium